C(C)(=O)NC=1C(=NC=C(C1)C1=CC=CC=C1)C(=O)NCCOCCNCC(=O)N1CCN(CC1)C(C1=C(C=CC(=C1)CC1=NNC(C2=CC=CC=C12)=O)F)=O 3-acetamido-N-[2-[2-[[2-[4-[2-fluoro-5-[(4-oxo-3H-phthalazin-1-yl)methyl]benzoyl]piperazin-1-yl]-2-oxo-ethyl]amino]ethoxy]ethyl]-5-phenyl-pyridine-2-carboxamide